C[C@H]1CCC(=NC1)C=1C=CC2=C(N=C(S2)C2[C@H]3CN(C[C@@H]23)C)C1 5-((S)-5-methyl-3,4,5,6-tetrahydropyridin-2-yl)-2-((1R,5S,6s)-3-methyl-3-azabicyclo[3.1.0]hexan-6-yl)benzo[d]thiazole